COC(C(CC1=CC=CC=C1)NC(CC=1N=C(SC1)CC(C1=CC=C(C=C1)NS(=O)(=O)O)NC(=O)OC(C)(C)C)=O)=O 2-(2-{2-[2-tert-Butoxycarbonylamino-2-(4-sulfoaminophenyl)ethyl]Thiazol-4-yl}acetylamino)-3-phenylpropionic acid methyl ester